5-(chloromethyl)-3-(3-fluoro-5-methylphenyl)-1,2,4-oxadiazole ClCC1=NC(=NO1)C1=CC(=CC(=C1)C)F